C(CC)C1=CC(=NC=C1)NC(C1=CC=CC=C1)=O N-(4-propylpyridine-2-Yl)benzamide